(R)-4,4-bis-4-pyridyl-1,1'-binaphthyl N1=CC=C(C=C1)C1(CC=C(C2=CC=CC=C12)C1=CC=CC2=CC=CC=C12)C1=CC=NC=C1